C(CCCCCCC)(=O)OCC caprylic acid, ethyl ester